(3R,4S)-4-hydroxyisoleucine O[C@H]([C@@H]([C@H](N)C(=O)O)C)C